The molecule is a beta-D-galactoside compound with a 4',5,7-trihydroxychromen-3-yl group at the anomeric position. It has a role as a plant metabolite and an antifungal agent. It is a beta-D-galactoside, a monosaccharide derivative, a glycosyloxyflavone and a trihydroxyflavone. It derives from a kaempferol. It is a conjugate acid of a kaempferol 3-O-beta-D-galactoside(1-). C1=CC(=CC=C1C2=C(C(=O)C3=C(C=C(C=C3O2)O)O)O[C@H]4[C@@H]([C@H]([C@H]([C@H](O4)CO)O)O)O)O